(E)-1-(4-(4-methoxybenzyl)piperazinyl)-3-(2,4-dihydroxyphenyl)-2-propen-1-one COC1=CC=C(CN2CCN(CC2)C(\C=C\C2=C(C=C(C=C2)O)O)=O)C=C1